methyl (2S)-4-[1-(2-cyanoethyl)-1H-1,2,3,4-tetrazol-5-yl]-2-({5-[(4-nitrophenoxycarbonyl)amino]pyridin-2-yl}formamido)butanoate C(#N)CCN1N=NN=C1CC[C@@H](C(=O)OC)NC(=O)C1=NC=C(C=C1)NC(=O)OC1=CC=C(C=C1)[N+](=O)[O-]